6-amino-3-methyl-N-(2-phenylethyl)pyridine-2-sulfonamide NC1=CC=C(C(=N1)S(=O)(=O)NCCC1=CC=CC=C1)C